NC1=C(C(=NC=N1)N1CCN(CC1)CCCN1C=CC2=CC=CC=C12)[N+](=O)[O-] 3-(4-(6-amino-5-nitropyrimidin-4-yl)piperazin-1-yl)propyl-1H-indole